5-((4-((2-(6-methylpyridin-2-yl)pyrimidin-4-yl)amino)pyrimidin-2-yl)amino)picolinic acid CC1=CC=CC(=N1)C1=NC=CC(=N1)NC1=NC(=NC=C1)NC=1C=CC(=NC1)C(=O)O